FC(CCCCCCCCCCCS(=O)(=O)[O-])(F)F tri-fluorododecyl-sulfonate